BrC1=CC=C(C=N1)C(C)N1C(C=2N([C@@H](C1)C)N=C1C2CN([C@@H](C1)C)C(C1=CC(=C(C=C1)Cl)C(F)(F)F)=O)=O (3R,7R)-9-(1-(6-Bromopyridin-3-yl)ethyl)-2-(4-chloro-3-(trifluoromethyl)benzoyl)-3,7-dimethyl-1,2,3,4,8,9-hexahydropyrido[4',3':3,4]pyrazolo[1,5-a]pyrazin-10(7H)-one